(S)-N-(4-(3-(2-methoxy-6-methylpyridin-4-yl)phenyl)thiazol-2-yl)-1-(1-(methylsulfonyl)-1H-pyrrole-3-carbonyl)pyrrolidine-2-carboxamide COC1=NC(=CC(=C1)C=1C=C(C=CC1)C=1N=C(SC1)NC(=O)[C@H]1N(CCC1)C(=O)C1=CN(C=C1)S(=O)(=O)C)C